O1N=C(CC1)OCCC1CCN(CC1)CCCN1C(CCC2=CC=CC=C12)=O 1-(3-(4-(2-((4,5-dihydroisoxazol-3-yl)oxy)ethyl)piperidin-1-yl)propyl)-3,4-dihydroquinolin-2(1H)-one